(R)-3-methyl-6-(3-methylbenzyl)-5-((1-methylpyrrolidin-3-yl)amino)pyrazine-2-carbonitrile CC=1C(=NC(=C(N1)N[C@H]1CN(CC1)C)CC1=CC(=CC=C1)C)C#N